2'-(4-methoxyphenyl)spiro[cyclohexane-4,3'-isoindoline]-1,1'-dione COC1=CC=C(C=C1)N1C(C2=CC=CC=C2C12CCC(CC2)=O)=O